ClC1=CN=C(C=C1C(=O)NC1=CC(=CC(=C1)N1[C@H](COCC1)CO)Cl)N1S(CCC1)(=O)=O (S)-5-chloro-N-(3-chloro-5-(3-(hydroxymethyl)morpholino)phenyl)-2-(1,1-dioxidoisothiazolidin-2-yl)isonicotinamide